N-[(2-Chloropyrimidin-4-yl)methyl]-1-(3,5-dichlorophenyl)-3-methyl-5-oxopyrrolidine-3-carboxamide ClC1=NC=CC(=N1)CNC(=O)C1(CN(C(C1)=O)C1=CC(=CC(=C1)Cl)Cl)C